6-cyclopropyl-4-[4-(cyclopropylamino)-1-piperidyl]-N-(6-methoxy-2-methyl-indazol-5-yl)-2-methyl-indazole-7-carboxamide C1(CC1)C=1C=C(C2=CN(N=C2C1C(=O)NC1=CC2=CN(N=C2C=C1OC)C)C)N1CCC(CC1)NC1CC1